5-(2-(2-aminopyridin-3-yl)-5-(3-fluoro-1H-pyrazol-1-yl)-3H-imidazo[4,5-b]pyridin-3-yl)-2,3-dihydro-1H-inden-1-one NC1=NC=CC=C1C1=NC=2C(=NC(=CC2)N2N=C(C=C2)F)N1C=1C=C2CCC(C2=CC1)=O